tert-butyl (1-hydroxyhex-4-en-2-yl)carbamate OCC(CC=CC)NC(OC(C)(C)C)=O